CN1CCC(CC1)O 1-methyl-4-hydroxypiperidine